(3S)-5-cyclohexyl-3-{[5-(2,6-dimethoxyphenyl)-1-(2-methylpropyl)-1H-pyrazol-3-yl]formamido}-N-(2-hydroxybutyl)pentanamide C1(CCCCC1)CC[C@@H](CC(=O)NCC(CC)O)NC(=O)C1=NN(C(=C1)C1=C(C=CC=C1OC)OC)CC(C)C